ClC1=NC=2N(C(C(N(C2C=N1)C)=O)=O)CC1CCOCC1 2-chloro-5-methyl-8-(tetrahydro-2H-pyran-4-yl-methyl)pteridine-6,7-dione